caffeoyl-tryptophan C(\C=C\C1=CC(O)=C(O)C=C1)(=O)N[C@@H](CC1=CNC2=CC=CC=C12)C(=O)O